FC1(CC(C1)CI)F 1,1-difluoro-3-(iodomethyl)cyclobutane